CS(=O)(=O)O[C@@H](CN(C1CC1)CC=1N(N=C(C1I)OCC)CCO[Si](C)(C)C(C)(C)C)C [(1R)-2-[[2-[2-[tert-butyl(dimethyl)silyl]oxyethyl]-5-ethoxy-4-iodo-pyrazol-3-yl]methyl-cyclopropyl-amino]-1-methyl-ethyl] methanesulfonate